(S,E)-methyl 6-(benzofuran-3-carboxamido)-7-(1-(2-(2-adamantylamino)-2-oxoethyl)-2-oxo-1,2-dihydropyridin-3-ylamino)-7-oxohept-2-enoate O1C=C(C2=C1C=CC=C2)C(=O)N[C@@H](CC/C=C/C(=O)OC)C(=O)NC=2C(N(C=CC2)CC(=O)NC2C1CC3CC(CC2C3)C1)=O